1-(2-(5-chloro-1H-indol-3-yl)ethyl)-6,7-dimethoxy-2-((tetrahydro-2H-pyran-4-yl)methyl)-1,2,3,4-tetrahydroisoquinoline ClC=1C=C2C(=CNC2=CC1)CCC1N(CCC2=CC(=C(C=C12)OC)OC)CC1CCOCC1